3-(3-((4-((6-methyl-2-phenylpyridin-3-yl)oxy)-pyridin-2-yl)amino)phenyl)propanoic acid CC1=CC=C(C(=N1)C1=CC=CC=C1)OC1=CC(=NC=C1)NC=1C=C(C=CC1)CCC(=O)O